4-(2,6-difluoro-4-methoxyphenyl)-3-({5-[2-(3,5-difluorophenyl)cyclopropyl]-1,3,4-oxadiazol-2-yl}amino)pyrrolidin-2-one FC1=C(C(=CC(=C1)OC)F)C1C(C(NC1)=O)NC=1OC(=NN1)C1C(C1)C1=CC(=CC(=C1)F)F